1H-benzimidazole-2-thione N1C(NC2=C1C=CC=C2)=S